FC1=CC=C(CC2=CC3=C(OCC(N3C(=O)OC(C)(C)C)C)N=C2)C=C1 tert-butyl 7-(4-fluorobenzyl)-2-methyl-2,3-dihydro-1H-pyrido[2,3-b][1,4]oxazine-1-carboxylate